ClC1=C(C(=CC=C1)Cl)C=1N=C2C=3C=C(C=NC3C=CN2C1C(=O)N)C1=CCC(CC1)O 2-(2,6-Dichlorophenyl)-9-(4-hydroxycyclohex-1-en-1-yl)imidazo[2,1-f][1,6]naphthyridine-3-carboxamide